6-aminohexyl acrylate C(C=C)(=O)OCCCCCCN